N-((6-((S)-3-hydroxypyrrolidin-1-yl)pyridin-2-yl)sulfonyl)cyclopropanecarboxamide O[C@@H]1CN(CC1)C1=CC=CC(=N1)S(=O)(=O)NC(=O)C1CC1